(S)-2-(1-acetoxy-n-pentyl)benzoic acid L-arginine salt N[C@@H](CCCNC(N)=N)C(=O)O.C(C)(=O)O[C@@H](CCCC)C1=C(C(=O)O)C=CC=C1